2-(2-fluoro-6-methoxy-phenyl)acetic acid FC1=C(C(=CC=C1)OC)CC(=O)O